ethyl (2,2,2-trifluoroethyl) ethylphosphonate C(C)P(OCC)(OCC(F)(F)F)=O